6-(Dibutylamino)-1,8-diazabicyclo[5.4.0]undec-7-ene C(CCC)N(C1CCCCN2CCCN=C12)CCCC